CC1=CC=C(C(=O)NC2=CC=C(C=C2)C)C=C1 4-methyl-N-(p-tolyl)benzamide